(3-((3-((3-((4-((2-((S)-2-cyano-4,4-difluoropyrrolidin-1-yl)-2-oxoethyl)carbamoyl)quinolin-8-yl)oxy)propyl)amino)-3-oxopropyl)disulfaneyl)propanoyl)-N-methyl-L-alaninate C(#N)[C@H]1N(CC(C1)(F)F)C(CNC(=O)C1=CC=NC2=C(C=CC=C12)OCCCNC(CCSSCCC(=O)OC([C@@H](NC)C)=O)=O)=O